C(C)C1=C(C=CC(=C1)CN1CC2COCC(C1)N2S(=O)(=O)C)C2=CC=C(C=C2)C(C(F)(F)F)(C(F)(F)F)O 2-(2'-ethyl-4'-((9-(methylsulfonyl)-3-oxa-7,9-diazabicyclo[3.3.1]nonan-7-yl)methyl)-[1,1'-biphenyl]-4-yl)-1,1,1,3,3,3-hexafluoropropan-2-ol